methyl 1-(2-tert-butoxy-2-oxoethyl)-3-cyano-1H-indazole-6-carboxylate C(C)(C)(C)OC(CN1N=C(C2=CC=C(C=C12)C(=O)OC)C#N)=O